CC(C(=O)N1[C@@H](CNCC1)C)(C)NC(OC(C)(C)C)=O (R)-tert-butyl (2-methyl-1-(2-methylpiperazin-1-yl)-1-oxopropan-2-yl)carbamate